5-({p-[2-(5-Ethylpyridin-2-yl)-2-oxoethoxy]phenyl}methyl)-(5-2H)-1,3-thiazolidine-2,4-dione C(C)C=1C=CC(=NC1)C(COC1=CC=C(C=C1)CC1(C(NC(S1)=O)=O)[2H])=O